p-(dihydroxy boryl)benzyl carbamate C(N)(OCC1=CC=C(C=C1)B(O)O)=O